C(CCC)N1C=[NH+]C=C1 1-butyl-3-Imidazolium